5-(3-Acetylphenyl)-2-(4-(trifluoromethyl)phenyl)Oxazole-4-carboxylic acid ethyl ester C(C)OC(=O)C=1N=C(OC1C1=CC(=CC=C1)C(C)=O)C1=CC=C(C=C1)C(F)(F)F